3-bromo-N-((4,6-dimethyl-2-oxo-1,2-dihydropyridine-3-yl)methyl)benzamide BrC=1C=C(C(=O)NCC=2C(NC(=CC2C)C)=O)C=CC1